FC[C@H]1CCC2=NN=C(N21)C2=CC=CC(=N2)N2CC=1C(=NC(=CC1C2=O)N(C)C(C)C)CNC (R)-2-(6-(5-(fluoromethyl)-6,7-Dihydro-5H-pyrrolo[2,1-c][1,2,4]triazol-3-yl)pyridin-2-yl)-6-(isopropyl(methyl)amino)-4-((Methylamino)methyl)-2,3-dihydro-1H-pyrrolo[3,4-c]pyridin-1-one